C(#N)N=C(NC1(CC1)C(CC=1C=C2C=NNC2=CC1)N(C)C)NC1CC2=CC=CC=C2CC1 2-Cyano-1-(1-(1-(dimethylamino)-2-(1H-indazol-5-yl)ethyl)cyclopropyl)-3-(1,2,3,4-tetrahydronaphthalen-2-yl)guanidine